(2R)-2-(dimethylamino)-N-[7-fluoro-2-[[2-[(5R)-2-oxo-3-(3-oxo-4H-pyrazino[2,3-b][1,4]oxazin-6-yl)oxazolidin-5-yl]ethylamino]methyl]indan-5-yl]propanamide CN([C@@H](C(=O)NC=1C=C2CC(CC2=C(C1)F)CNCC[C@@H]1CN(C(O1)=O)C1=NC2=C(OCC(N2)=O)N=C1)C)C